(NE)-2-Methyl-N-{[trans-4-(trifluoromethyl)cyclohexyl]methylene}propane-2-sulfinamide CC(C)(C)S(=O)/N=C/[C@@H]1CC[C@H](CC1)C(F)(F)F